5-(imidazo[1,2-a]pyrimidin-6-yl)-N-(trans-3-(4-methylpiperazin-1-yl)cyclobutyl)pyrrolo[2,1-f][1,2,4]triazin-2-amine N=1C=CN2C1N=CC(=C2)C=2C=CN1N=C(N=CC12)N[C@@H]1C[C@H](C1)N1CCN(CC1)C